FC1=C(COC23CC4(CC(CC(C2)C4)C3)NCC(=O)N3[C@@H]([C@@H]4C[C@@H]4C3)C#N)C=CC(=C1)F (1R,2S,5S)-3-((3-((2,4-difluorobenzyl)oxy)adamantan-1-yl)glycyl)-3-azabicyclo[3.1.0]hexane-2-carbonitrile